(E)-3-nitro-4-fluorophenyl-ethyl acrylate C(C=C)(=O)OCCC1=CC(=C(C=C1)F)[N+](=O)[O-]